N=1C=CN2C1C=CC(=C2)C2=CNC=1N=CN=C(C12)C=1C=NN(C1)C 5-(imidazo[1,2-a]pyridin-6-yl)-4-(1-methyl-1H-pyrazol-4-yl)-7H-pyrrolo[2,3-d]pyrimidine